2-(4-methylphenyl)-N,N-dimethylaminosulfonyl-ethane CC1=CC=C(C=C1)CCS(=O)(=O)N(C)C